N[C@@H](CCC1=CC=C(C=C1)O)C(=O)O homotyrosine